di-(p-trichloromethyl-phenyl)methylene(cyclopentadienyl)(2,3,6,7-tetra-tert-butylfluorenyl)zirconium dichloride [Cl-].[Cl-].ClC(C1=CC=C(C=C1)C(=[Zr+2](C1=C(C(=CC=2C3=CC(=C(C=C3CC12)C(C)(C)C)C(C)(C)C)C(C)(C)C)C(C)(C)C)C1C=CC=C1)C1=CC=C(C=C1)C(Cl)(Cl)Cl)(Cl)Cl